C(C)OC(CN(NC(=O)OC(C)(C)C)CC(C)(C)C)=O Tert-butyl 2-(2-ethoxy-2-oxoethyl)-2-neopentylhydrazine-1-carboxylate